CN(CCCOC1=C(C=CC(=C1)F)NC(=O)C=1C=NC=CC1)C N-(2-(3-(dimethylamino)propoxy)-4-fluorophenyl)pyridine-3-carboxamide